C(#N)C=1[NH+]=C(NC1C#N)C(F)(F)F.[Li+] lithium 4,5-dicyano-2-(trifluoromethyl)imidazolium